C(C)N(CC)CCN1N=NC(=C1)CSC1=CC=C(C=C1)OC 1-[2-(N,N-diethylamino)ethyl]-4-[(4-methoxyphenyl)thiomethyl]-1H-1,2,3-triazole